COC1=CC(=CC2=C1C(=NO2)NS(=O)(=O)C2=C(C=CC=C2)OC)CN2N=C1C(=C2)CN(C1)C(=O)OC(C)(C)C tert-butyl 2-((4-methoxy-3-((2-methoxyphenyl)sulfonamido)benzo[d]isoxazol-6-yl)methyl)-2,6-dihydropyrrolo[3,4-c]pyrazole-5(4H)-carboxylate